2-arachidonoyl glyceryl ether CCCCC/C=C\C/C=C\C/C=C\C/C=C\CCCCOC(CO)CO